1-(3-(4-Cyanophenyl)-1,2,4-oxadiazol-5-yl)-N-((1-(4-methylbenzyl)pyrrolidin-3-yl)methyl)piperidine-4-carboxamide C(#N)C1=CC=C(C=C1)C1=NOC(=N1)N1CCC(CC1)C(=O)NCC1CN(CC1)CC1=CC=C(C=C1)C